CC1=CC=C(C=C1)S(=O)(=O)O.NC/C(/COC1=CC2=C(N=C(O2)NCC=2C=NC=CC2)C=C1)=C\F (E)-6-((2-(aminomethyl)-3-fluoroallyl)oxy)-N-(pyridin-3-ylmethyl)benzo[d]oxazol-2-amine 4-methylbenzenesulfonate